F[P-](F)(F)(F)(F)F.N1(N=NC2=C1C=CC=C2)O[P+](N2CCCC2)(N2CCCC2)N2CCCC2 benzotriazol-1-yloxytripyrrolidino-phosphonium hexafluorophosphate